ClC1=C(SC=C1)C1=CSC=C1 3-chloro-2,3'-bithiophene